CC1=NOC(=C1C=1C=CC(=C(C1)N(C1=CC=C(C=C1)C1(CC1)C#N)CC1CCN(CC1)CC1=CC(=CC=C1)N1C(NC(CC1)=O)=O)C)C 1-(4-((5-(3,5-dimethylisoxazol-4-yl)-2-methylphenyl)((1-(3-(2,4-dioxotetrahydropyrimidin-1(2H)-yl)benzyl)piperidin-4-yl)methyl)amino)phenyl)cyclopropane-1-carbonitrile